(±)-(4R,5R)-4-(4-Bromopyridin-2-yl)-5-phenyloxazolidin-2-one BrC1=CC(=NC=C1)[C@H]1NC(O[C@@H]1C1=CC=CC=C1)=O |r|